2-HYDROXY ETHYL METHACRYLATE CC(=C)C(=O)OCCO